The molecule is an N-acylglycinate that is the conjugate base of N-(9Z,12Z,15Z)-octadecatrienoylglycine, obtained by deprotonation of the carboxy group; major species at pH 7.3. It is a conjugate base of a N-(9Z,12Z,15Z)-octadecatrienoylglycine. CC/C=C\\C/C=C\\C/C=C\\CCCCCCCC(=O)NCC(=O)[O-]